2-dicyclohexylphosphino-2',6-dimethoxybiphenyl C1(CCCCC1)P(C1=C(C(=CC=C1)OC)C1=C(C=CC=C1)OC)C1CCCCC1